methoxy-3-(4,4,5,5-tetramethyl-1,3,2-dioxaborolan-2-yl)aniline CONC1=CC(=CC=C1)B1OC(C(O1)(C)C)(C)C